5-methoxybenzothiazolone COC=1C=CC2=C(N=CS2=O)C1